4-(3-chloropropyl)-2-methoxy-nitrobenzene ClCCCC1=CC(=C(C=C1)[N+](=O)[O-])OC